oxazolo[4,5-b]pyridine O1C=NC2=NC=CC=C21